2-[1-(2,2-dimethylpropyl)pyrazol-4-yl]-5-propyl-3H-imidazo[2,1-b]purin-4-one CC(CN1N=CC(=C1)C1=NC=2N3C(N(C(C2N1)=O)CCC)=NC=C3)(C)C